(3R)-N-(4-tert-butylphenyl)-N-[2-(cyclohexylamino)-2-oxo-1-(3-pyridyl)ethyl]morpholine-3-carboxamide C(C)(C)(C)C1=CC=C(C=C1)N(C(=O)[C@@H]1NCCOC1)C(C(=O)NC1CCCCC1)C=1C=NC=CC1